N-(4-(5-(3-Fluoro-4-((4-methylpyrimidin-2-yl)oxy)phenyl)-2-((1-methyl-1H-pyrazol-4-yl)amino)pyrimidin-4-yl)-3-methylphenyl)acryloylamide FC=1C=C(C=CC1OC1=NC=CC(=N1)C)C=1C(=NC(=NC1)NC=1C=NN(C1)C)C1=C(C=C(C=C1)C=CC(=O)[NH-])C